O1C(C1)COC1=CC=C(C=C1)C1=CC=C(C=C1)C1=CC=C(C=C1)OCC1OC1 1,4-bis{4-(oxiranylmethoxy)phenyl}benzene